(R)-4-(5-ethyl-1,3,4-thiadiazol-2-yl)-2-fluoro-N-(2-methylthiazolo[4,5-c]pyridin-4-yl)-N-(piperidin-3-yl)benzamide C(C)C1=NN=C(S1)C1=CC(=C(C(=O)N([C@H]2CNCCC2)C2=NC=CC3=C2N=C(S3)C)C=C1)F